2'-chloro-[1,1'-biphenyl-2-yl]-4,4,5,5-tetramethyl-1,3,2-dioxaborolane ClC1=C(C=CC=C1)C1=C(C=CC=C1)B1OC(C(O1)(C)C)(C)C